FC(C1=NC(=NO1)C1=CC2=C([C@@H](CO2)NC(=O)C2=CN=C(O2)C)C=C1)F (S)-N-(6-(5-(difluoromethyl)-1,2,4-oxadiazol-3-yl)-2,3-dihydrobenzofuran-3-yl)-2-methyloxazole-5-carboxamide